N1C(C(=NC2=CC=CC=C12)C(=O)O)=O aza-quinolonecarboxylic acid